(1S,3aR,6aS)-2-(2-(tert-butylamino)-2-oxoacetyl)octahydrocyclopenta[c]pyrrole-1-carboxylic acid C(C)(C)(C)NC(C(=O)N1[C@@H]([C@@H]2[C@H](C1)CCC2)C(=O)O)=O